2-(4,7-dichloro-6-(4-((3R,4R)-3-fluoro-1-(2-hydroxyethyl)piperidin-4-yl)phenyl)-2H-indazol-2-yl)-2-((R)-6-fluoro-6,7-dihydro-5H-pyrrolo[1,2-c]imidazol-1-yl)-N-(thiazol-2-yl)acetamide ClC=1C2=CN(N=C2C(=C(C1)C1=CC=C(C=C1)[C@@H]1[C@H](CN(CC1)CCO)F)Cl)C(C(=O)NC=1SC=CN1)C1=C2N(C=N1)C[C@@H](C2)F